6-methoxy-2-((1r,4r)-4-((methyl-(piperidin-4-yl)amino)methyl)cyclohexyl)-2H-indazol COC=1C=CC2=CN(N=C2C1)C1CCC(CC1)CN(C1CCNCC1)C